3-Bromo-5-(trifluoromethyl)isobenzofuran-1(3H)-one BrC1OC(C2=CC=C(C=C12)C(F)(F)F)=O